1-(4-chlorophenyl)-5,5-difluoro-3-(trifluoromethyl)-1,4,5,6-tetrahydrocyclopenta[b]pyrrol-4-ol ClC1=CC=C(C=C1)N1C2=C(C(=C1)C(F)(F)F)C(C(C2)(F)F)O